N1C(=NC2=C1C=CC=C2)NC2=NC(=CC(N2)=O)C 2-((1H-benzo[d]imidazol-2-yl)amino)-6-methylpyrimidin-4(3H)-one